CNC(C)C=1C(=NC=CN1)C(=O)OCCN(CC)CC 2-(diethylamino)ethyl 3-(1-(methylamino)ethyl)pyrazine-2-carboxylate